N-(1-(7-(8-ethynyl-7-fluoronaphthalen-1-yl)-8-fluoro-2-(((S)-1-methylpyrrolidin-2-yl)methoxy)pyrido[4,3-d]pyrimidin-4-yl)azepan-3-yl)acrylamide C(#C)C=1C(=CC=C2C=CC=C(C12)C1=C(C=2N=C(N=C(C2C=N1)N1CC(CCCC1)NC(C=C)=O)OC[C@H]1N(CCC1)C)F)F